abieta-7,13-diene CC(C)C1=CC2=CC[C@@H]3[C@@]([C@H]2CC1)(CCCC3(C)C)C